OC1=NC(=NC(=C1[N+](=O)[O-])O)SCCC 4,6-dihydroxy-2-propylsulfanyl-5-nitropyrimidine